C(C)S(=O)(=O)NC1=CC=C(C=C1)C1=NNC(=C1C(=O)N)NC1=NC=C(N=C1)OC 3-(4-(ethylsulfonamido)phenyl)-5-((5-methoxy-pyrazin-2-yl)amino)-1H-pyrazole-4-carboxamide